4-(4-(2,2-difluoroethoxy)-7-(pyridin-2-yl)-5H-pyrrolo[3,2-d]pyrimidin-6-yl)pyridin-2-amine FC(COC=1C2=C(N=CN1)C(=C(N2)C2=CC(=NC=C2)N)C2=NC=CC=C2)F